ClC1=CC=C(C=C1)C(CNC(=O)[C@]1(C=2C=CC=NC2[C@H](CC1)O)F)C (5S,8S)-N-(2-(4-chlorophenyl)propyl)-5-fluoro-8-hydroxy-5,6,7,8-tetrahydroquinoline-5-carboxamide